COC=1C=C2C(C=C(OC2=CC1OC)CCC1=CC=CC=C1)=O 6,7-Dimethoxy-2-phenylethyl-chromone